COCC1COC2=CC=C(C=C2C1=O)C(=O)OC methyl 3-(methoxymethyl)-4-oxochromane-6-carboxylate